trisodium fructose diphosphate salt [O-]P([O-])(=O)OP(=O)([O-])O.OCC(=O)[C@@H](O)[C@H](O)[C@H](O)CO.[Na+].[Na+].[Na+]